ethyl (5S)-3-[2,4-dichloro-5-(3,5-dimethyl-2,6-dioxo-4-thioxo-1,3,5-triazinan-1-yl)phenyl]-5-methyl-4H-isoxazole-5-carboxylate ClC1=C(C=C(C(=C1)Cl)N1C(N(C(N(C1=O)C)=S)C)=O)C1=NO[C@@](C1)(C(=O)OCC)C